aluminum di-sec-butoxide monoacetoacetate C(CC(=O)C)(=O)[O-].CC([O-])CC.CC([O-])CC.[Al+3]